ClC1=CC=C(C=C1)C(C=1COC=CC1O)C1=CC=C(C=C1)Cl 3-(bis(4-chlorophenyl)methyl)-4-hydroxy-2H-pyran